C(CCCCC)[Sn]CCCCCC Dihexyltin